[Si](C1=CC=CC=C1)(C1=CC=CC=C1)(C(C)(C)C)O[C@@H]1[C@H]2[C@@H](N([C@@H](C1)C2)C(=O)OC(C)(C)C)C=O tert-Butyl (1R,3R,4R,5S)-5-((tert-butyldiphenylsilyl)oxy)-3-formyl-2-azabicyclo[2.2.1]heptane-2-carboxylate